C(C1=CC=CC=C1)OC=1C=CC2=C(C(=C(O2)C)C(=O)NC2CC(CC2)O)C1 5-(benzyloxy)-N-(3-hydroxycyclopentyl)-2-methylbenzofuran-3-carboxamide